3,3-dimethylpentyl ((((2R,3S,4R,5R)-5-(4-aminopyrrolo[2,1-f][1,2,4]triazin-7-yl)-5-cyano-3,4-dihydroxytetrahydrofuran-2-yl)methoxy)(phenoxy)phosphoryl)-L-alaninate NC1=NC=NN2C1=CC=C2[C@]2([C@@H]([C@@H]([C@H](O2)COP(=O)(OC2=CC=CC=C2)N[C@@H](C)C(=O)OCCC(CC)(C)C)O)O)C#N